ClC=1C=C(C(=NC1)OC1=CC(=C(C(=N)NO)C=C1)F)F 4-((5-chloro-3-fluoropyridin-2-yl)oxy)-2-fluoro-N-hydroxybenzoamidine